tert-butyl (2S,4R)-4-hydroxy-2-(((S)-1-(4-(4-methylthiazol-5-yl)phenyl)ethyl)carbamoyl)pyrrolidine-1-carboxylate hydrochloride Cl.O[C@@H]1C[C@H](N(C1)C(=O)OC(C)(C)C)C(N[C@@H](C)C1=CC=C(C=C1)C1=C(N=CS1)C)=O